BrC=1SC=CN1 C2-bromothiazole